2-(3,4-dichlorophenyl)-5-(1H-pyrrolo[2,3-b]pyridin-4-yl)-1-{[2-(trimethylsilyl)ethoxy]methyl}-1H-pyrrole-3-carboxamide ClC=1C=C(C=CC1Cl)C=1N(C(=CC1C(=O)N)C1=C2C(=NC=C1)NC=C2)COCC[Si](C)(C)C